N,N-dimethyl-3-oxa-Glutaramic acid CN(C(COCC(=O)O)=O)C